C1=C(C=CC=2OC3=C(C21)C=CC=C3)[C@@H](C)NC=3C(N(C(=CN3)C=3CCOCC3)CC(=O)O)=O (R)-2-(3-((1-(dibenzo[b,d]furan-2-yl)ethyl)amino)-6-(3,6-dihydro-2H-pyran-4-yl)-2-oxopyrazin-1(2H)-yl)acetic acid